FC1=CC=C(C(=C1C([C@@H](C1=NNC(O1)=O)NS(OC1=CC=C(C=C1)[N+](=O)[O-])(=O)=O)C)C)C (4-nitrophenyl) N-[(1S)-2-(6-fluoro-2,3-dimethyl-phenyl)-1-(2-oxo-3H-1,3,4-oxadiazol-5-yl)propyl]sulfamate